N-((R)-1-(((R)-3,4-dioxo-1-phenyl-4-((pyridin-2-ylmethyl)amino)butan-2-yl)amino)-1-oxopropan-2-yl)benzamide O=C([C@@H](CC1=CC=CC=C1)NC([C@@H](C)NC(C1=CC=CC=C1)=O)=O)C(NCC1=NC=CC=C1)=O